C(C)C1=CC=C(C=C1)C1=CC=C(C=C1)C(=O)NCC(=O)NC1=CC=CC2=CC=CC=C12 4'-ethyl-N-[2-(naphthalene-1-ylamino)-2-oxoethyl]biphenyl-4-carboxamide